CC=1C=C2C(C=C(OC2=C(C1)C(C)NC1=C(C(=O)OC(C)(C)C)C=CC=C1)C=1C=CC2=CN(N=C2C1)C)=O tert-Butyl 2-[1-[6-methyl-2-(2-methylindazol-6-yl)-4-oxo-chromen-8-yl]ethylamino]benzoate